(2,6-Dichloropyridin-4-yl)methyl (S)-2-amino-3-(2-oxo-1,2-dihydropyridin-3-yl)propanoate hydrochloride Cl.N[C@H](C(=O)OCC1=CC(=NC(=C1)Cl)Cl)CC=1C(NC=CC1)=O